FC=1C(=C(C=NC1)N)COC 5-fluoro-4-(methoxymethyl)pyridin-3-amine